C1(CCC1)N1C=C(C=2C1=NC=C(C2C)N)F 1-cyclobutyl-3-fluoro-4-methyl-1H-pyrrolo[2,3-b]pyridin-5-amine